7,8-dichloro-6-(2,6-difluorophenyl)-1-tetrahydropyran-4-yl-4H-[1,2,4]Triazolo[4,3-a][1,4]Benzodiazepine ClC1=C(C=CC2=C1C(=NCC=1N2C(=NN1)C1CCOCC1)C1=C(C=CC=C1F)F)Cl